2-amino-2-methyl-3-(p-tolyl)butanoic acid NC(C(=O)O)(C(C)C1=CC=C(C=C1)C)C